2-((4-((S)-2-(4-chloro-2-fluorophenyl)-2-methylbenzo[d][1,3]dioxolan-4-yl)piperidin-1-yl)methyl)-1-(((S)-oxetan-2-yl)methyl)-4-(trifluoromethyl)-1H-imidazole-5-carbonitrile ClC1=CC(=C(C=C1)[C@@]1(OC2=C(O1)C=CC=C2C2CCN(CC2)CC=2N(C(=C(N2)C(F)(F)F)C#N)C[C@H]2OCC2)C)F